(1R,3S)-3-(5-{1-[3-(benzyloxy)-2-formylphenyl]piperidine-4-amido}-2H-pyrazol-3-yl)cyclopentyl N-isopropylcarbamate C(C)(C)NC(O[C@H]1C[C@H](CC1)C=1NN=C(C1)NC(=O)C1CCN(CC1)C1=C(C(=CC=C1)OCC1=CC=CC=C1)C=O)=O